1-(6-(4-methoxyphenyl)pyridin-2-yl)-N-((1-(4-methylbenzyl)pyrrolidin-3-yl)methyl)piperidine-4-carboxamide COC1=CC=C(C=C1)C1=CC=CC(=N1)N1CCC(CC1)C(=O)NCC1CN(CC1)CC1=CC=C(C=C1)C